C(C)(=O)OC1(CC1)C(=O)N1C2=C(OCC1)N=CC(=C2)NC2=NC=C1C(=N2)C(OC=2C=C(C=CC21)N2N=NC=C2C)(C)C 1-(7-{[5,5-dimethyl-8-(5-methyl-1H-1,2,3-triazol-1-yl)-5H-chromeno[3,4-d]pyrimidin-3-yl]amino}-1H,2H,3H-pyrido[2,3-b][1,4]oxazine-1-carbonyl)cyclopropyl acetate